4-((3-((tert-butoxycarbonyl)amino)-3-methylbutyl)amino)-2-chloropyrimidine-5-carboxylic acid ethyl ester C(C)OC(=O)C=1C(=NC(=NC1)Cl)NCCC(C)(C)NC(=O)OC(C)(C)C